ClC=1C=C2C(=CNC2=CC1)NC1=NC2=C(N1C1CC1)C=C(C=C2)OC2=CC=C(C=C2)F N-(5-Chloro-1H-indol-3-yl)-1-cyclopropyl-6-(4-fluorophenoxy)-1H-benzo[d]imidazol-2-amine